2,4,6,6,8,8-hexamethyl-cyclotetrasiloxane C[SiH]1O[Si](O[Si](O[SiH](O1)C)(C)C)(C)C